ClC1=CC=C(COC2=NN=C(S2)N2CC(=CC=C2)C2=C(C=CC=C2)C=C)C=C1 N-(5-((4-chlorobenzyl)oxy)-1,3,4-thiadiazol-2-yl)-3-(2-vinylphenyl)pyridine